N,N'-bis[2-(3-[3,5-di-tert-butyl-4-hydroxyphenyl]propionyloxy)-ethyl]oxamide C(C)(C)(C)C=1C=C(C=C(C1O)C(C)(C)C)CCC(=O)OCCNC(=O)C(=O)NCCOC(CCC1=CC(=C(C(=C1)C(C)(C)C)O)C(C)(C)C)=O